((1r,2r,3r)-3-(1-methyl-1H-benzimidazol-2-yl)-2-phenylcyclobutyl)(phenyl)methanone CN1C(=NC2=C1C=CC=C2)[C@H]2[C@H]([C@@H](C2)C(=O)C2=CC=CC=C2)C2=CC=CC=C2